The molecule is a member of the class of oxindoles that is a kinase inhibitor used (in the form of its ethylsulfonate salt) for the treatment of idiopathic pulmonary fibrosis and cancer. It has a role as an antineoplastic agent, a tyrosine kinase inhibitor, a vascular endothelial growth factor receptor antagonist, a fibroblast growth factor receptor antagonist and an angiogenesis inhibitor. It is an aromatic ester, a methyl ester, a member of oxindoles, an enamine, an aromatic amine, an aromatic amide and a N-alkylpiperazine. It is a conjugate base of a nintedanib(1+). CN1CCN(CC1)CC(=O)N(C)C2=CC=C(C=C2)N=C(C3=CC=CC=C3)C4=C(NC5=C4C=CC(=C5)C(=O)OC)O